OCCNCC=1C=CC=2N(C1)C=C(N2)CNC(=O)C=2C=1C=NNC1C=CC2 N-[(6-{[(2-hydroxyethyl)amino]methyl}imidazo[1,2-a]pyridin-2-yl)methyl]-1H-indazole-4-carboxamide